(5R/S)-2-(3-(4-chlorophenyl)-3-hydroxypyrrolidin-1-yl)-4-((1-(hydroxymethyl)cyclobutyl)amino)-6,7-dihydrothieno[3,2-d]pyrimidine 5-oxide ClC1=CC=C(C=C1)C1(CN(CC1)C=1N=C(C2=C(N1)CC[S@]2=O)NC2(CCC2)CO)O |r|